N1=CNC=2CN(CCC21)C(=O)[O-] 3,4,6,7-tetrahydroimidazo[4,5-c]pyridine-5-carboxylate